CC1(COB(O1)C1=C(C(=O)OC)C=CC=C1C)C methyl 2-(5,5-dimethyl-1,3,2-dioxaborolan-2-yl)-3-methyl-benzoate